NC1=C(C(=NN1C1COCC1)C1=CC(=C(C=C1)CNC(C1=C(C=CC(=C1)F)OC)=O)F)C(=O)N 5-amino-3-[3-fluoro-4-[[(5-fluoro-2-methoxy-benzoyl)amino]methyl]phenyl]-1-tetrahydrofurane-3-yl-pyrazole-4-carboxamide